CN1N=CC=C1C=1C=CC(=NC1)CN(C(=O)C1(CC1)C1=CC=C2C(NN=C(C2=C1)CNC(OC(C)(C)C)=O)=O)C1CCCC=2C=CC=NC12 tert-butyl ((7-(1-(((5-(1-methyl-1H-pyrazol-5-yl)pyridin-2-yl)methyl)(5,6,7,8-tetrahydroquinolin-8-yl)carbamoyl)cyclopropyl)-4-oxo-3,4-dihydrophthalazin-1-yl)methyl)carbamate